COC=1C=C(C=CC1OC)C1=C(N=C2N1N=C(C=C2N2C[C@@H](CC2)NC(OC=2C=C(C=CC2)C)=O)C)C m-tolyl (R)-(1-(3-(3,4-dimethoxyphenyl)-2,6-dimethylimidazo[1,2-b]pyridazin-8-yl)pyrrolidin-3-yl)carbamate